C(C)[C@H]1NCC[C@H](C1)NC(OCC[Si](C)(C)C)=O 2-(Trimethylsilyl)ethyl ((2R,4R)-2-ethylpiperidin-4-yl)carbamate